C1(CCC1)NC1CC(N(CC1)CC1=C2C=CNC2=C(C=C1OC)C)C1=CC=C(C(=O)O)C=C1 4-(4-(cyclobutylamino)-1-((5-methoxy-7-methyl-1H-indol-4-yl)methyl)piperidin-2-yl)benzoic acid